ClC=1C=C(C=C2C=CC=NC12)C=1N=C(C=NC1C1=NN(C=C1)C)OCC1CCCCC1 5-(8-chloroquinolin-6-yl)-3-(cyclohexylmethoxy)-6-(1-methyl-1H-pyrazol-3-yl)pyrazin